OC1=CC(=NN1C1=CC=C(C=C1)C=1CCC(NN1)=O)C1=CC=CC=C1 6-(4-(5-hydroxy-3-phenyl-1H-pyrazol-1-yl)phenyl)-4,5-dihydropyridazin-3(2H)-one